N-t-butoxycarbonyl-3-(aminomethyl)pyrrolidine C(C)(C)(C)OC(=O)N1CC(CC1)CN